(Z)-5-((Z)-7-bromo-2-oxoindolin-3-ylidene)-3-phenyl-2-(phenylimino)-thiazolidin-4-one BrC=1C=CC=C2/C(/C(NC12)=O)=C/1\C(N(/C(/S1)=N/C1=CC=CC=C1)C1=CC=CC=C1)=O